CC1=NC=C(C(=C1O)CO)CO 2-methyl-3-hydroxy-4,5-dihydroxymethylpyridine